spiro[2.4]heptan-5-one C1CC12CC(CC2)=O